C(C1=CC=CC=C1)OC=1C=C(C=C(C1)C(F)(F)F)C(C)=CC(C)(S(=O)N)C (1-(3-(benzyloxy)-5-(trifluoromethyl)phenyl)ethylidene)-2-methylpropane-2-sulfinamide